NC=1SC2=C(N1)C=CC(=C2)OC(F)(F)F 2-Amino-6-(trifluoromethoxy)benzothiazole